OC(CCCS(=O)(=O)[O-])O.[Na+] sodium 4,4-dihydroxy-1-butanesulfonate